trans-furan ammonium salt [NH4+].O1C=CC=C1